O=S1(CCN(CC1)C1=NC2=CC=C(C=C2C=N1)C=O)=O 2-(1,1-dioxidothiomorpholino)quinazoline-6-carbaldehyde